NC1CCN(CC1)C1=CC(=C(N=N1)C=1C=CC2=CN(N=C2C1)C)C1=CC=C(C#N)C=C1 4-(6-(4-aminopiperidin-1-yl)-3-(2-methyl-2H-indazol-6-yl)pyridazin-4-yl)benzonitrile